C(N(CC(=O)[O-])CC(=O)O)CN(CC(=O)[O-])CC(=O)[O-].[Na+].[Na+].[Na+].ClC1=CC(=C(N=N1)OC1=CC(=CC=C1)C(F)(F)F)C(=O)N[C@@H](CON1C(C2=CC=CC=C2C1=O)=O)CC1=C(C=C(C=C1)C)C |r| 6-chloro-N-[rac-1-[(2,4-dimethylphenyl)methyl]-2-(1,3-dioxoisoindolin-2-yl)oxy-ethyl]-3-[3-(trifluoromethyl)phenoxy]pyridazine-4-amide trisodium edetate